COC(=O)C1=NC(=NC(=C1N)N(CC1=CC=C(C=C1)OC)CC1=CC=C(C=C1)OC)SCC 5-amino-6-(bis(4-methoxybenzyl)amino)-2-(ethylsulfanyl)pyrimidine-4-carboxylic acid methyl ester